5-(2-((7-chloro-2-(2,2,2-trifluoroacetyl)-1,2,3,4-tetrahydroisoquinolin-6-yl)amino)-5-(trifluoromethyl)pyrimidin-4-yl)thiophene-3-carbonitrile ClC1=C(C=C2CCN(CC2=C1)C(C(F)(F)F)=O)NC1=NC=C(C(=N1)C1=CC(=CS1)C#N)C(F)(F)F